Propylene Glycol Methyl Ether Linoleate C(CCCCCCC\C=C/C\C=C/CCCCC)(=O)OC(COC)C